bis{3,4,6-trichloro-2-[(3-methylbutoxy)carbonyl] phenyl}-Oxalat ClC=1C(=C(C(=CC1Cl)Cl)OC(C(=O)OC1=C(C(=C(C=C1Cl)Cl)Cl)C(=O)OCCC(C)C)=O)C(=O)OCCC(C)C